5-Methyl-N-((trans)-3-(3-methyl-4-(trifluoromethyl)-1H-pyrazol-1-yl)cyclobutyl)-4-(5-methyloxazol-2-yl)-1H-pyrrole-2-sulfonamide CC1=C(C=C(N1)S(=O)(=O)N[C@@H]1C[C@H](C1)N1N=C(C(=C1)C(F)(F)F)C)C=1OC(=CN1)C